ClC=1C=NC(=NC1)N1CCC(CC1)CCCOC1=CC(=C(C=C1)CC(=O)NCCCCCC(=O)O)F 6-[[2-[4-[3-[1-(5-chloropyrimidin-2-yl)-4-piperidinyl]propoxy]-2-fluoro-phenyl]acetyl]amino]hexanoic acid